6-chloro-2-oxo-1,2-dihydropyridin-3-carboxylic acid ClC1=CC=C(C(N1)=O)C(=O)O